NC1=NC=2C=CC(=CC2C2=C1C(OC2)C)C(=O)N(CC2=NC=C(C=C2)C(F)(F)F)CC(C(F)(F)F)O 4-amino-3-methyl-N-(3,3,3-trifluoro-2-hydroxypropyl)-N-((5-(trifluoromethyl)pyridin-2-yl)methyl)-1,3-dihydrofuro[3,4-c]quinoline-8-carboxamide